bis(N,N-dimethylaminophenyl)methane CN(C)C1=C(C=CC=C1)CC1=C(C=CC=C1)N(C)C